(R)-3-(isoquinolin-4-yl)-2-oxo-1-(4-(trifluoromethyl)phenyl)imidazoline-4-carbonitrile C1=NC=C(C2=CC=CC=C12)N1C(N(C[C@@H]1C#N)C1=CC=C(C=C1)C(F)(F)F)=O